N1N=C(C2=C1CCC2)C#N 1,4,5,6-tetrahydro-3-cyclopenta-pyrazolecarbonitrile